N,N'-bis(2-hydroxypropyl)-2-methylpiperazine OC(CN1C(CN(CC1)CC(C)O)C)C